tert-butyl (2-(2-chloropyridin-4-yl)propan-2-yl)(methyl)carbamate ClC1=NC=CC(=C1)C(C)(C)N(C(OC(C)(C)C)=O)C